(hydroxyethyl)-s-triazine OCCC1=NC=NC=N1